BrC=1C=C(C=CC1NC1=NC=CC=C1)S(=O)(=O)N(C)CC1=CC=C(C=C1)OC 3-bromo-N-[(4-methoxyphenyl)methyl]-N-methyl-4-(2-pyridylamino)benzenesulfonamide